O=C1NC(CCC1N1C(C2=CC=C(C=C2C1=O)OCCOCCOCCN1CCN(CC1)C1CCC(CC1)NC1=NC=NC2=CC=C(C=C12)C#N)=O)=O 4-(((1r,4r)-4-(4-(2-(2-(2-((2-(2,6-dioxopiperidin-3-yl)-1,3-dioxoisoindolin-5-yl)oxy)ethoxy)ethoxy)ethyl)piperazin-1-yl)cyclohexyl)amino)quinazoline-6-carbonitrile